bis(2,6-dimethoxybenzoyl)-isobutyl-phosphine oxide COC1=C(C(=O)P(CC(C)C)(C(C2=C(C=CC=C2OC)OC)=O)=O)C(=CC=C1)OC